C[N+]1=CC(=CC=C1)C(=O)[O-] 1-methylpyridinium-3-carboxylate